6-fluoro-1,2,3,4-tetrahydroisoquinoline-4-Amine FC=1C=C2C(CNCC2=CC1)N